Thorium-potassium [K].[Th]